para-difluoromethoxyaniline FC(OC1=CC=C(N)C=C1)F